4-bromo-3-chloro-pyridine BrC1=C(C=NC=C1)Cl